BrC1=C(C(=NC(=C1)Cl)OC[C@@H](O)[C@@H]1N(CCC1)C(=O)OC(C)(C)C)O tert-butyl (R)-2-((S)-2-((4-bromo-6-chloro-3-hydroxypyridin-2-yl)oxy)-1-hydroxyethyl)pyrrolidine-1-Carboxylate